N-(2-(1-methylazetidin-3-yl)-6-morpholino-1-oxoisoindolin-5-yl)pyrazolo[1,5-a]pyrimidine-3-carboxamide CN1CC(C1)N1C(C2=CC(=C(C=C2C1)NC(=O)C=1C=NN2C1N=CC=C2)N2CCOCC2)=O